C(C)(C)(C)OC([C@H](CC=1C=C(C=CC1)CC(=O)O)[C@@H]1CN(CC1)C(=O)OC(C)(C)C)=O 2-(3-((R)-3-(tert-butoxy)-2-((R)-1-(tert-butoxycarbonyl)pyrrolidin-3-yl)-3-oxopropyl)phenyl)acetic acid